FC=1C=C(C=CC1C)C(C)O 1-(3-fluoro-4-methylphenyl)ethan-1-ol